tert-butyl (R)-4-(6-((6-(4-(1-(3-(tert-butyl)-1,2,4-oxadiazole-5-carboxamido)ethyl)-3-methylphenyl)pyrimidin-4-yl)amino)-4-methylpyridin-3-yl)piperazine-1-carboxylate C(C)(C)(C)C1=NOC(=N1)C(=O)N[C@H](C)C1=C(C=C(C=C1)C1=CC(=NC=N1)NC1=CC(=C(C=N1)N1CCN(CC1)C(=O)OC(C)(C)C)C)C